N6-(1,3-dihydroisobenzofuran-4-yl)-5-fluoro-1H-pyrazolo[3,4-b]pyridine-3,6-diamine C1OCC2=C(C=CC=C12)NC1=C(C=C2C(=N1)NN=C2N)F